C(#N)C1=C2CC(CC2=CC=C1OCCNS(=O)(=O)C)CNCCC1CN(C(O1)=O)C=1C=CC=2OCC(NC2N1)=O N-[2-[[4-cyano-2-[[2-[2-oxo-3-(3-oxo-4H-pyrido[3,2-b][1,4]oxazin-6-yl)-1,3-oxazolidin-5-yl]ethylamino]methyl]-2,3-dihydro-1H-inden-5-yl]oxy]ethyl]methanesulfonamide